O=C[C@@H](O)[C@H](O)CO D-(+)-threose